ClC=1C=C(C=C(C1C1CC1)C1=C(C=2N=C(N=C(C2C=N1)C1CCNCC1)OC[C@]12CCCN2C[C@@H](C1)F)F)O 3-chloro-4-cyclopropyl-5-(8-fluoro-2-(((2R,7aS)-2-fluorotetrahydro-1H-pyrrolizin-7a(5H)-yl)methoxy)-4-(piperidin-4-yl)pyrido[4,3-d]pyrimidin-7-yl)phenol